COC(=O)C1=NC(=NC=C1Cl)S(=O)(=O)C 5-chloro-2-(methylsulfonyl)pyrimidine-4-carboxylic acid methyl ester